(2R)-1-((2-(3-chlorophenyl)-1-cyclopropylethyl)amino)-3-(4-(methylsulfonyl)phenoxy)propan-2-ol ClC=1C=C(C=CC1)CC(C1CC1)NC[C@H](COC1=CC=C(C=C1)S(=O)(=O)C)O